C(C)OC(C(=O)NC1=CC(=C(C(=C1)C)OC1=CC(=C(C=C1)O)[C@H](O)C1=CC=C(C=C1)F)C)=O.BrC1=CC=C(C=C1)CC(C)(C)C |r| 1-bromo-4-(2,2-dimethylpropyl)benzene ethyl-(+-)-((4-(3-((4-fluorophenyl)hydroxymethyl)-4-hydroxyphenoxy)-3,5-dimethylphenyl)amino)oxoacetate